2,6-difluoro-3-methoxy-benzaldehyde FC1=C(C=O)C(=CC=C1OC)F